ClC=1C=CC(=C(C1)C1=CC(=CN=N1)NC1=CC=NC2=CC(=CC=C12)C(=O)O[C@H]1CN(CC1)C)F (3R)-1-methylpyrrolidin-3-yl 4-{[6-(5-chloro-2-fluorophenyl)pyridazin-4-yl]amino}quinoline-7-carboxylate